tert-butyl (2S)-3-(4-{2-[2-(2-ethoxyethoxy)ethoxy]ethoxy}phenyl)-2-hydroxypropanoate C(C)OCCOCCOCCOC1=CC=C(C=C1)C[C@@H](C(=O)OC(C)(C)C)O